methyl-hydroxyethylammonium chloride [Cl-].C[NH2+]CCO